C[C@@H]1N(CCC1)CC1=NC2=C(N1)C=CC(=C2)NC(=O)C2=CC=C(CCC1CCN(CC1)C(=O)OC(C)(C)C)C=C2 tert-butyl (S)-4-(4-((2-((2-methylpyrrolidin-1-yl)methyl)-1H-benzo[d]imidazol-5-yl)carbamoyl)phenethyl)piperidine-1-carboxylate